4-fluoro-N-((1S,2S)-2-methyl-1-((6aS,7aR)-5-(2-methyl-pyrimidin-4-yl)-6,6a,7,7a-tetra-hydro-5H-cyclopropa[c][1,5]naphthyridin-2-yl)cyclopropyl)-benzamide FC1=CC=C(C(=O)N[C@@]2([C@H](C2)C)C=2N=C3[C@H]4[C@@H](CN(C3=CC2)C2=NC(=NC=C2)C)C4)C=C1